1-N-ethyl-3-methylimidazole acetate C(C)(=O)O.C(C)N1CN(C=C1)C